N-[(S)-1-(3-cyano-2-hydroxy-5-methoxyphenyl)ethyl]-4-[(S)-5-methyl-1,4-diazepan-1-yl]-8-cyclopropyl-6-methyl-1,7-diaza-3-naphthamide C(#N)C=1C(=C(C=C(C1)OC)[C@H](C)NC(=O)C=1C=NC2=C(N=C(C=C2C1N1CCN[C@H](CC1)C)C)C1CC1)O